4-cyclopropyl-N-((S)-1-((1r,4S)-4-methylcyclohexyl)-2-oxo-2-((4-((R)-1-((S)-2-oxo-4-(trifluoromethyl)imidazolidin-1-yl)propyl)pyridin-2-yl)amino)ethyl)-1,2,5-oxadiazole-3-carboxamide C1(CC1)C=1C(=NON1)C(=O)N[C@H](C(NC1=NC=CC(=C1)[C@@H](CC)N1C(N[C@@H](C1)C(F)(F)F)=O)=O)C1CCC(CC1)C